(7R)-4,7-Dimethyl-1-oxa-8-azaspiro[4.5]dec-3-ene CC1=CCOC12C[C@H](NCC2)C